BrC=1C=2N(C(=NC1C)Cl)C=CN2 8-bromo-5-chloro-7-methyl-imidazo[1,2-c]pyrimidine